C(#N)CCNC(=O)NC1=NC=C(C(=C1)C)C=1C=C2N(N=CC(=C2NC[C@@H]2NCCC2)C(N)=NC2=C(C=C(C=C2)O)CC)C1 1-(2-cyanoethyl)-3-[5-[3-[N'-(2-ethyl-4-hydroxy-phenyl)carbamimidoyl]-4-[[[(R)-pyrrolidin-2-yl]methyl]amino]pyrrolo[1,2-b]pyridazin-6-yl]-4-methyl-2-pyridyl]urea